C(C)(C)(C)C=1C(=NC=CN1)/C=C/C(=O)[O-] (E)-3-(3-(tert-butyl)pyrazin-2-yl)acrylate